FC1CN(CCC1NC(C1=CC(=C(C=C1)NCC#C)OC)=O)C(=O)OC(C)(C)C tert-butyl 3-fluoro-4-(3-methoxy-4-(prop-2-yn-1-ylamino)benzamido)piperidine-1-carboxylate